3-(2-fluoroethyl)isoxazole-4-carboxylic acid ethyl ester C(C)OC(=O)C=1C(=NOC1)CCF